5-(4-((4-((4-(3-amino-4-nitrophenyl)piperazin-1-yl)methyl)piperidin-1-yl)methyl)-4-fluoropiperidin-1-yl)-2-(2,6-dioxopiperidin-3-yl)isoindoline-1,3-dione NC=1C=C(C=CC1[N+](=O)[O-])N1CCN(CC1)CC1CCN(CC1)CC1(CCN(CC1)C=1C=C2C(N(C(C2=CC1)=O)C1C(NC(CC1)=O)=O)=O)F